2-((2S,5R)-1-(tert-butoxycarbonyl)-5-(methoxycarbonyl)pyrrolidin-2-yl)acetic acid C(C)(C)(C)OC(=O)N1[C@@H](CC[C@@H]1C(=O)OC)CC(=O)O